{[2-(trifluoromethyl)pyridin-3-yl]oxymethyl}-3-azabicyclo[3.1.0]hexane FC(C1=NC=CC=C1OCC12CNCC2C1)(F)F